tert-butyl N-(2,2-difluoroethyl)-N-[4-oxo-4-[4-[5-(trifluoromethyl)pyrimidin-2-yl]piperazin-1-yl]butyl]carbamate FC(CN(C(OC(C)(C)C)=O)CCCC(N1CCN(CC1)C1=NC=C(C=N1)C(F)(F)F)=O)F